CC1=CC=C(C=2C=CN=CC12)S(=O)(=O)Cl 8-methylisoquinoline-5-sulfonyl chloride